C(CCCCCCCCCC(=O)[O-])(=O)OC(C)(C)C mono-tert-butyl undecanedioate